N-(6-bis(t-butoxycarbonyl)amino-3,5-dibromopyrazin-2-yl)-6-ethoxypyridinecarboxamide C(C)(C)(C)OC(=O)N(C1=C(N=C(C(=N1)NC(=O)C1=NC(=CC=C1)OCC)Br)Br)C(=O)OC(C)(C)C